4-(benzyloxy)-8-chloro-2-(methylsulfinyl)pyrido[4',3':4,5]thieno[2,3-d]pyrimidine C(C1=CC=CC=C1)OC=1C2=C(N=C(N1)S(=O)C)SC1=C2C=CN=C1Cl